BrC1=CC2=C(NC(=N2)C2=CC(=NN2)NC(=O)C=2C=NC(=CC2)N2CCC(CC2)CO)C=C1 N-[5-(5-bromo-1H-benzimidazol-2-yl)-1H-pyrazol-3-yl]-6-[4-(hydroxymethyl)-1-piperidyl]pyridine-3-carboxamide